NC1=NC=CC=C1C1=NC2=C(N1C=1C=CC(=NC1)NC(=O)C1CC(CCC1)C(=O)O)C=C(C=C2)C2=CC=CC=C2 3-((5-(2-(2-aminopyridin-3-yl)-6-phenyl-1H-benzo[d]imidazol-1-yl)pyridin-2-yl)carbamoyl)cyclohexane-1-carboxylic acid